6-(4-amino-2,6-difluorophenyl)-5-(4-(benzyloxy)-3-fluorophenyl)-N-(4-methoxybenzyl)-7-methyl-5H-pyrrolo[3,2-d]pyrimidin-4-amine NC1=CC(=C(C(=C1)F)C1=C(C=2N=CN=C(C2N1C1=CC(=C(C=C1)OCC1=CC=CC=C1)F)NCC1=CC=C(C=C1)OC)C)F